racemic-3-methoxy-2-(methyl(2-oxo-4-(o-tolyl)-2H-chromen-7-yl)amino)propanamide COC[C@H](C(=O)N)N(C1=CC=C2C(=CC(OC2=C1)=O)C1=C(C=CC=C1)C)C |r|